CC1(CCC=2C(=NNC2C1)C1=NC=2C(=NC=C(C2)N(C(=O)C2(CCC2)C)C)N1)C N-(2-(6,6-Dimethyl-4,5,6,7-tetrahydro-1H-indazol-3-yl)-3H-imidazo[4,5-b]pyridin-6-yl)-N,1-dimethylcyclobutane-1-carboxamide